Ethyl 2-(4-((2,5-dioxo-3-(4-(trifluoromethyl)phenyl)imidazolin-1-yl)methyl)-2-fluoro-phenoxy)-2-methylpropionate O=C1N(C(CN1C1=CC=C(C=C1)C(F)(F)F)=O)CC1=CC(=C(OC(C(=O)OCC)(C)C)C=C1)F